C(C1=CC=CC=C1)N1CCCC(C1)C=1C=NNC1 1-benzyl-5-(1H-pyrazol-4-yl)piperidine